ClC1=C(C=C(C=C1)Cl)CN1OCC(C1=O)(C)C 2-(2,5-dichloro-phenyl)methyl-4,4-dimethyl-3-isoxazolidinone